O1COC2=C1C=CC(=C2)[C@@H]2[C@H]([C@@H](N(C2)CC(=O)N(CCCC)CCCC)C2=CC=C(C=C2)OC)C(=O)OCOC(=O)OCC 1-[(ethoxycarbonyl)oxy]methyl (2R,3R,4S)-4-(benzo[d][1,3]dioxolane-5-yl)-1-[2-(dibutylamino)-2-oxoethyl]-2-(4-methoxyphenyl)pyrrolidine-3-carboxylate